FC(C=1C=C(C=C(C1)C(F)(F)F)C1=NN(C=N1)\C=C/C(=O)NNC1=NC=CN=C1)(F)F (2Z)-3-{3-[3,5-bis(trifluoromethyl)phenyl]-1,2,4-triazol-1-yl}-N'-pyrazin-2-yl-prop-2-enehydrazide